BrCCCCCCOC(O[Si](OCC(CCCCCCC)CCCCCC)(C)C)CCCCCCC 1-bromo-8-heptyl-13-hexyl-10,10-dimethyl-7,9,11-trioxa-10-silaicosane